COC=1C(=C2C=CNC2=C(C1)C)CN1C(CC(CC1)C(F)(F)F)C1=CC=C(C(=O)O)C=C1 4-(1-((5-methoxy-7-methyl-1H-indol-4-yl)methyl)-4-(trifluoromethyl)piperidin-2-yl)benzoic acid